C(C)(C)(C)OC(=O)N1C(CCCC1)C1=C(C(=CC=C1OC)Cl)Cl 2-(2,3-dichloro-6-methoxyphenyl)piperidine-1-carboxylic acid tert-butyl ester